C(C(C)C)N1CCC(CC1)S(=O)(=O)C1=CC=C(C=C1)NC(=O)NCC1=CC=NC=C1 1-[4-(1-Isobutyl-piperidine-4-sulfonyl)-phenyl]-3-pyridin-4-ylmethyl-urea